1-(cyclobutyl-methyl)-8-(ethyl-methyl-amino)-8-phenyl-3-(pyridin-3-yl-methyl)-1,3-diazaspiro[4.5]decan-2-one C1(CCC1)CN1C(N(CC12CCC(CC2)(C2=CC=CC=C2)N(C)CC)CC=2C=NC=CC2)=O